CC1=C(C(=C(C(=C1Cl)[O-])C(=O)C2=C(C=C(C=C2OC)O)C(=O)OC)[O-])Cl The molecule is a phenolate anion obtained by deprotonation of the two phenolic hydroxy groups at positions 2 and 6 of dihydrogeodin. It is the major species at pH 7.3. It is a conjugate base of a dihydrogeodin.